CC1=CC(=NC=C1[N+](=O)[O-])C1=CC=NC(=C1)C(F)(F)F 4-methyl-5-nitro-6'-(trifluoromethyl)[2,4'-bipyridine]